2-(2,2-Difluoro-propyl)-5-[1-(2-fluoro-6-methyl-phenyl)-piperidin-4-yl]-7-(2-trifluoromethyl-benzyl)-2,4,5,7-tetrahydro-pyrazolo[3,4-d]pyrimidin-6-one FC(CN1N=C2N(C(N(CC2=C1)C1CCN(CC1)C1=C(C=CC=C1C)F)=O)CC1=C(C=CC=C1)C(F)(F)F)(C)F